C(C)(C)(C)OC([C@H](C(C)C)N(C)C(=O)[C@@H]1C[C@H](C1)C#C)=O trans-(2S)-2-[(3-ethynylcyclobutanecarbonyl)-methyl-amino]-3-methyl-butanoic acid tert-butyl ester